FC(C=1C=C(C=CC1)S(=O)(=O)N1CC(C1)C(=O)NC(C(=O)O)C)(F)F 2-(1-(3-(trifluoromethyl)benzenesulfonyl)azetidine-3-carboxamido)propionic acid